COC([C@H](CCC=C)N1CCNCCNCCNCC1)=O (2S)-2-(1,4,7,10-tetraazacyclododecane-1-yl)hex-5-enoic acid methyl ester